3-(4-amino-4-methylpiperidin-1-yl)-6-(2,3-dichlorophenyl)-5-methoxypyrazine-2-carboxylic acid ethyl ester C(C)OC(=O)C1=NC(=C(N=C1N1CCC(CC1)(C)N)OC)C1=C(C(=CC=C1)Cl)Cl